dimethyl 5,8-dihydroxy-1,4-naphthalenedicarboxylate OC1=C2C(=CC=C(C2=C(C=C1)O)C(=O)OC)C(=O)OC